(3-chlorophenyl-ethyl)glycine benzyl ester C(C1=CC=CC=C1)OC(CNCCC1=CC(=CC=C1)Cl)=O